4,12-Di-n-butyl-2,10-dimethyl-1,7,9,15-tetraoxa-4,12-diaza-8-stannaspiro[7.7]pentadecan C(CCC)N1CC(O[Sn]2(OCC1)OC(CN(CCO2)CCCC)C)C